FC1(CN(CC1)C1=NC=CC(=C1NC(=O)N1CC=2N(CC1)C=CC2)C2=C(C=CC=C2)F)F N-[2-(3,3-difluoropyrrolidin-1-yl)-4-(2-fluorophenyl)-3-pyridyl]-3,4-dihydro-1H-pyrrolo[1,2-a]pyrazine-2-carboxamide